NC=1N=C(SC1C(=O)C1=CC(=NO1)C(=O)NC1C(CCC1)(C)C)N(C1=CC=C(C=C1)F)C(C(=O)N)C 5-[4-amino-2-(N-(2-amino-1-methyl-2-oxo-ethyl)-4-fluoro-anilino)thiazole-5-carbonyl]-N-(2,2-dimethylcyclopentyl)isoxazole-3-carboxamide